BrC=1C(=C(C(=NC1)N(C(OC(C)(C)C)=O)C(=O)OC(C)(C)C)Cl)OCC tert-butyl (5-bromo-3-chloro-4-ethoxypyridin-2-yl)(tert-butoxycarbonyl)carbamate